di-neopentyl-xylose C(C(C)(C)C)C([C@H]([C@@H]([C@H](C=O)O)O)O)(O)CC(C)(C)C